methyl-2-methylaminopentanoic acid CC(C(=O)O)(CCC)NC